1-(2,4-Dimethoxybenzyl)guanidine hemisulphate S(=O)(=O)(O)O.COC1=C(CNC(=N)N)C=CC(=C1)OC.COC1=C(CNC(=N)N)C=CC(=C1)OC